[15N]-ethane-1,2-diamine C(CN)[15NH2]